O1C=2C(OCC1COCCC(S(=O)(=O)[O-])CCC(C)C)=CSC2.[Na+] sodium 3-[(2,3-dihydrothieno[3,4-b][1,4]dioxin-2-yl) methoxy]-1-isoamyl-1-propanesulfonate